OC1(C=CC(C(=C1)C1=CC=C(C=C1)OC)=O)C#CC#CC=1C=C(C(=CC1)O)C1=CC=C(C=C1)OC 5-hydroxy-5-((6-hydroxy-4'-methoxy-[1,1'-biphenyl]-3-yl)but-1,3-diyn-1-yl)-4'-methoxy-[1,1'-biphenyl]-2(5H)-one